N-(3-((1-(5-amino-2-benzylpentanoyl)-4-hydroxypiperidin-4-yl)methyl)-4-oxo-3,4-dihydro-quinazolin-7-yl)-3-(4-methylpiperazin-1-yl)propanamide hydrochloride Cl.NCCCC(C(=O)N1CCC(CC1)(O)CN1C=NC2=CC(=CC=C2C1=O)NC(CCN1CCN(CC1)C)=O)CC1=CC=CC=C1